NCCN1CCN(CC1)CC(=O)N[C@H](C(=O)N1[C@@H](C[C@H](C1)O)C(=O)NCC1=CC=C(C=C1)C1=C(N=CS1)C)C(C)(C)C (2S,4R)-1-((S)-2-(2-(4-(2-aminoethyl)piperazin-1-yl)acetamido)-3,3-dimethylbutanoyl)-4-hydroxy-N-(4-(4-methylthiazol-5-yl)benzyl)pyrrolidine-2-carboxamide